O1[C@H](COCC1)C(N1C[C@@H]2[C@H](C1)CC(C2)NC=2N=NC(=CC2)C2=C(C1=CN(N=C1C=C2)C)C)([2H])[2H] (3aR,5s,6aS)-2-(((S)-1,4-dioxan-2-yl)-methyl-d2)-N-(6-(2,4-dimethyl-2H-indazol-5-yl)-pyridazin-3-yl)octahydro-cyclopenta[c]pyrrol-5-amine